C(C)C(C(=O)OC)COCC methyl ethyl-3-ethoxypropionate